2-(6-{5-chloro-2-[(oxan-4-yl)amino]pyrimidin-4-yl}-1-oxo-2,3-dihydro-1H-isoindol-2-yl)-N-(1-methoxy-2-phenylpropan-2-yl)acetamide ClC=1C(=NC(=NC1)NC1CCOCC1)C1=CC=C2CN(C(C2=C1)=O)CC(=O)NC(COC)(C)C1=CC=CC=C1